NC1CC2(CN(C2)C2=C(C=C(C=C2)NC2=NC=C(C(=N2)NC2=C(C=CC=C2)P(C)C)C)C)C1 (2-((2-((4-(6-amino-2-azaspiro[3.3]heptan-2-yl)-3-methylphenyl)amino)-5-methylpyrimidin-4-yl)amino)phenyl)dimethylphosphine